FC(CCCN)(F)F 4,4,4-trifluorobutyl-amine